(R,E)-2-cyano-N-(1-(3,4-dimethoxyphenyl)ethyl)-3-(5-(naphthalen-2-yl)-1H-pyrrolo[2,3-b]pyridin-3-yl)acrylamide C(#N)/C(/C(=O)N[C@H](C)C1=CC(=C(C=C1)OC)OC)=C\C1=CNC2=NC=C(C=C21)C2=CC1=CC=CC=C1C=C2